dl-(±)-4'-(beta-methylpentyl)-3-methyl-terphenyl-amine C[C@@H](CC=1C=C(C(=CC1)C=1C(=C(C=CC1)C)N)C1=CC=CC=C1)CCC |r|